3-((4-fluorophenyl)ethynyl)-4-iodoaniline FC1=CC=C(C=C1)C#CC=1C=C(N)C=CC1I